FC=1C=C(C=C(C1)C(F)(F)F)CC1CC2(CNC2)C1 6-[[3-fluoro-5-(trifluoromethyl)-phenyl]methyl]-2-azaspiro[3.3]heptane